C1N(CCC12CCNCC2)C(=O)OC(C)(C)C tert-butyl 2,8-diazaspiro[4.5]decan-2-carboxylate